C(C1=CC=CC=C1)N(C(=S)SSCCCCCCSSC(N(CC1=CC=CC=C1)CC1=CC=CC=C1)=S)CC1=CC=CC=C1 1,6-Bis(N,N-dibenzylthiocarbamoyldithio)hexan